FC1=C(C=CC(=C1C)N1CCC(CC1)C)NC1=CC2=C(N(C(N2C)=O)C)C=C1 5-((2-fluoro-3-methyl-4-(4-methylpiperidin-1-yl)phenyl)amino)-1,3-dimethyl-1,3-dihydro-2H-benzo[d]imidazol-2-one